(R)-6-(6-(1-methyl-1H-pyrazol-4-yl)imidazo[1,2-b]pyridazin-3-yl)-N-(piperidin-3-yl)pyridin-2-amine CN1N=CC(=C1)C=1C=CC=2N(N1)C(=CN2)C2=CC=CC(=N2)N[C@H]2CNCCC2